5-Nitrooxyvaleric acid [N+](=O)([O-])OCCCCC(=O)O